N,N,N'-trimethylethylenediamine CN(CCNC)C